N=1C=CN2C1C=C(C=C2)OC(C#N)(C)C 2-imidazo[1,2-a]pyridin-7-yloxy-2-methyl-propanenitrile